NC=1N=C(SC1C(=O)C=1C=NC(=CC1)OC)N(C1=CC(=C(C=C1)Cl)F)[C@H](C(=O)N)C (S)-2-(N-[4-amino-5-(6-methoxypyridine-3-carbonyl)thiazol-2-yl]-4-chloro-3-fluoro-anilino)propanamide